1-(3-sulfopropyl)pyridine hydroxide [OH-].S(=O)(=O)(O)CCCN1CC=CC=C1